7-bromo-2-methyl-1,5-naphthyridine BrC1=CN=C2C=CC(=NC2=C1)C